((4-iodo-6-oxo-1,6-dihydropyridin-3-yl)methyl)(methyl)carbamic acid tert-butyl ester C(C)(C)(C)OC(N(C)CC1=CNC(C=C1I)=O)=O